CC1(CN(C2=CC=C(C=C12)C1=CC=CC=C1)C(C)=O)CC1CCCCC1 1-(3-methyl-3-(cyclohexylmethyl)-5-phenylindolin-1-yl)-1-ethanone